toluene-4-sulfonyl chloride CC1=CC=C(C=C1)S(=O)(=O)Cl